6-amino-7-(3-hydroxy-2,6-dimethylphenyl)-2,3-dimethyl-2H-indazole-5-carbonitrile NC=1C(=CC2=C(N(N=C2C1C1=C(C(=CC=C1C)O)C)C)C)C#N